amino-3-cyclopropyl-1-(1-(6-(trifluoromethyl)pyridin-3-yl)propyl)-1H-pyrazole-4-carboxamide NC1=C(C(=NN1C(CC)C=1C=NC(=CC1)C(F)(F)F)C1CC1)C(=O)N